3,5-dihydroxybenzoate OC=1C=C(C(=O)[O-])C=C(C1)O